7-(2-chloro-4-fluoro-phenyl)-8-[4-[[(3S)-1-(3-fluoropropyl)pyrrolidin-3-yl]amino]phenyl]-5,6-dihydronaphthalen-2-ol ClC1=C(C=CC(=C1)F)C=1CCC=2C=CC(=CC2C1C1=CC=C(C=C1)N[C@@H]1CN(CC1)CCCF)O